COC=1C=C(CC2=CC=C(N=N2)N)C=CC1 6-(3-methoxybenzyl)pyridazin-3-amine